1-(4-((4-(6'-(benzyloxy)-5,6-dihydro-[3,3'-bipyridin]-1(2H)-yl)-5-fluoropyrimidin-2-yl)amino)piperidin-1-yl)ethan-1-one C(C1=CC=CC=C1)OC1=CC=C(C=N1)C=1CN(CCC1)C1=NC(=NC=C1F)NC1CCN(CC1)C(C)=O